(S)- or (R)-1-(1-(1H-pyrazolo[3,4-b]pyridin-5-yl)piperidin-4-yl)-3-(5-cyclopropyl-2-oxo-1-(tetrahydro-2H-pyran-3-yl)-1,2-dihydropyridin-3-yl)-1-methylurea N1N=CC=2C1=NC=C(C2)N2CCC(CC2)N(C(=O)NC=2C(N(C=C(C2)C2CC2)[C@@H]2COCCC2)=O)C |o1:28|